N1C(CCC1)C=1C=CC=C2CCOCC12 8-(pyrrolidin-2-yl)isochroman